N-(2-methyl-6-nitro-phenyl)-2-pyrazolo[1,5-a]pyridin-3-yl-pyrimidin-5-amine CC1=C(C(=CC=C1)[N+](=O)[O-])NC=1C=NC(=NC1)C=1C=NN2C1C=CC=C2